N-[5-[5-(2,2-Difluorocyclopropyl)-4H-1,2,4-triazol-3-yl]-4-fluoro-2-methylphenyl]pyrazolo[1,5-a]pyridine-3-carboxamide FC1(C(C1)C=1NC(=NN1)C=1C(=CC(=C(C1)NC(=O)C=1C=NN2C1C=CC=C2)C)F)F